(R)-1-(4-benzyl-2-oxooxazolidin-3-yl)-6-(3-bromo-5-iodophenyl)hexane-1,6-dione C(C1=CC=CC=C1)[C@H]1N(C(OC1)=O)C(CCCCC(=O)C1=CC(=CC(=C1)I)Br)=O